C([O-])([O-])=O.[Yb+3].C([O-])([O-])=O.C([O-])([O-])=O.[Yb+3] ytterbium(III) carbonate